bistridecyl ketone C(CCCCCCCCCCCC)C(=O)CCCCCCCCCCCCC